Bromo-2,2':5',2''-terthiophene BrC1=C(SC=C1)C=1SC(=CC1)C=1SC=CC1